N(=[N+]=[N-])C=1C=C(C(C(=O)O)=CC1)C(=O)O 4-azidophthalic acid